(S)-2-((4-(6-hydroxypyridin-2-yl)piperazin-1-yl)methyl)-1-(oxetan-2-ylmethyl)-1H-benzo[d]imidazole-6-carboxylic acid methyl ester COC(=O)C=1C=CC2=C(N(C(=N2)CN2CCN(CC2)C2=NC(=CC=C2)O)C[C@H]2OCC2)C1